C(C1=CC=CC=C1)OC(=O)N1CCC(CC1)CN1CCC2(CN(C2)C(=O)OC(C)(C)C)CC1 tert-butyl 7-({1-[(benzyloxy) carbonyl] piperidin-4-yl} methyl)-2,7-diazaspiro[3.5]nonane-2-carboxylate